2-fluoro-5-nitrobenzoyl chloride FC1=C(C(=O)Cl)C=C(C=C1)[N+](=O)[O-]